9-(p-tolyl)-9H-fluorene C1(=CC=C(C=C1)C1C2=CC=CC=C2C=2C=CC=CC12)C